C1(CC1)S(=O)(=O)NC=1SC=C(N1)CC(=O)NC1=CC=C(C=C1)C1=CC=C(C=C1)F 2-(2-(cyclopropanesulfonamido)thiazol-4-yl)-N-(4'-fluoro-[1,1'-biphenyl]-4-yl)acetamide